N-[[6,7-dichloro-3-(1-tetrahydropyran-2-ylpyrazol-4-yl)-1H-indol-2-yl]methyl]acetamide ClC1=CC=C2C(=C(NC2=C1Cl)CNC(C)=O)C=1C=NN(C1)C1OCCCC1